C1(=C(C(=C(C(=C1Cl)Cl)Cl)Cl)Cl)[N+](=O)[O-] The molecule is a C-nitro compound that is nitrobenzene in which every hydrogen has been replaced by a chlorine. A fungicide used on a variety of crops, including cotton, rice and seed grains, it is no longer approved for use within the European Union. It has a role as an antifungal agrochemical. It is a C-nitro compound, a member of pentachlorobenzenes and an aromatic fungicide.